FC1(CCN(CC1)CC1=CC=C(C(=O)NC2=CC=C(C=C2)C2C(NC(CC2)=O)=O)C=C1)F 4-((4,4-difluoropiperidin-1-yl)methyl)-N-(4-(2,6-dioxopiperidin-3-yl)phenyl)benzamide